ClC1=CC=C(C=C1)C=1C=C(C(N(N1)C=1C=NN(C1)C)=O)C(=O)N[C@@H](C)C1=CC(=NC=C1)C(F)(F)F (S)-6-(4-chlorophenyl)-2-(1-methyl-1H-pyrazol-4-yl)-3-oxo-N-(1-(2-(trifluoromethyl)pyridin-4-yl)ethyl)-2,3-dihydropyridazine-4-carboxamide